6-[[6-(trifluoromethyl)pyrimidin-4-yl]methyl]-2-azaspiro[3.3]-heptane FC(C1=CC(=NC=N1)CC1CC2(CNC2)C1)(F)F